ClC1=C2C(N=C3N(C2=CC=C1)CCC3)=O 6-Chloro-2,3-dihydropyrrolo[1,2-a]quinazolin-5(1H)-one